tert-butyl 3-amino-4-(4,5-dichloro-2-[[2-(trimethylsilyl)ethoxy]methoxy]phenyl)piperidine-1-carboxylate NC1CN(CCC1C1=C(C=C(C(=C1)Cl)Cl)OCOCC[Si](C)(C)C)C(=O)OC(C)(C)C